N1(CCOCC1)C(=O)C1=CC=C(C=C1)C=1NC2=NC=CC=C2C1 2-(4-(morpholine-4-carbonyl)phenyl)-7-azaindole